ClC=1C=CC(=C(C1)C1=CC(NC=C1F)=O)N1N=NC(=C1)Cl 4-(5-chloro-2-(4-chloro-1H-1,2,3-triazol-1-yl)phenyl)-5-fluoropyridin-2(1H)-one